FC1=CC(=C(C=C1)C=1CCCC2=C(C1C1=C(C=C(C=C1)C=C1CN(C1)CCCF)F)C=CC(=C2)C(=O)O)C 8-(4-fluoro-2-methylphenyl)-9-(2-fluoro-4-((1-(3-fluoropropyl)azetidin-3-ylidene)methyl)phenyl)-6,7-dihydro-5H-benzo[7]annulene-3-carboxylic acid